NCCC[SiH2]C(OCC)OCC 3-Aminopropyldiethoxymethylsilan